tert-butyl (E)-4-((3-((4R,5S)-7-ethyl-6-oxo-1-phenyl-5-(3-(trifluoromethyl)benzamido)-4,5,6,7-tetrahydro-1H-pyrazolo[3,4-b]pyridin-4-yl)benzyl)(methyl)amino)but-2-enoate C(C)N1C2=C([C@H]([C@@H](C1=O)NC(C1=CC(=CC=C1)C(F)(F)F)=O)C=1C=C(CN(C/C=C/C(=O)OC(C)(C)C)C)C=CC1)C=NN2C2=CC=CC=C2